2-methyl-7H-pyrrolo[2,3-d]pyrimidine-5-carboxylate CC=1N=CC2=C(N1)NC=C2C(=O)[O-]